3-{(3E)-3-[1-(3-chlorobenzoyl)-3,3-dimethylpiperidin-4-ylidene]prop-1-yn-1-yl}-5-fluorobenzonitrile ClC=1C=C(C(=O)N2CC(\C(\CC2)=C\C#CC=2C=C(C#N)C=C(C2)F)(C)C)C=CC1